C(C)S(=O)(=O)C=1C=C(C=NC1N1CC2=C(C1=O)C=C(S2)C(C(F)(F)F)(F)F)C(C#N)(C)C 2-[5-ethylsulfonyl-6-[4-oxo-2-(1,1,2,2,2-pentafluoroethyl)-6H-thieno[2,3-c]pyrrol-5-yl]-3-pyridyl]-2-methyl-propanenitrile